FC=1C=C2C(NCN(C2=CC1)C(C)CCC)=O 6-fluoro-1-(pentan-2-yl)-2,3-dihydroquinazolin-4(1H)-one